methyl anthranilate C(C=1C(N)=CC=CC1)(=O)OC